3-{Acryloyl-[3-(acryloyl-ethyl-amino)-propyl]-amino}-propionic acid-tert-butylester C(C)(C)(C)OC(CCN(CCCN(CC)C(C=C)=O)C(C=C)=O)=O